2,3-dihydroimidazo[2,1-b]thiazole-5-carbonitrile S1C=2N(CC1)C(=CN2)C#N